NC1=CC(=CC(=N1)[C@@H](C)NC1=NC(=NC2=CC(=C(C=C12)OCCOC)OC)C)C(F)(F)F (R)-N-(1-(6-amino-4-(trifluoromethyl)pyridin-2-yl)ethyl)-7-methoxy-6-(2-methoxyethoxy)-2-methylquinazolin-4-amine